trifluoromethanesulfonic acid 4-cyclohexylphenyldiphenylsulfonium salt C1(CCCCC1)C1=CC=C(C=C1)[S+](C1=CC=CC=C1)C1=CC=CC=C1.FC(S(=O)(=O)[O-])(F)F